N-(N'-benzylaminocarbonyl)sulfanilamide C(C1=CC=CC=C1)NC(=O)NS(=O)(C1=CC=C(C=C1)N)=O